O1C(OCC1)CC=1C(=NC(=NC1Cl)C)Cl 5-((1,3-Dioxolan-2-yl)methyl)-4,6-dichloro-2-methylpyrimidine